C(=O)(O)C1=NC=CC=C1C(=O)O 2,3-dicarboxypyridine